2,2-bis(bromomethyl)propane-1,3-diyl dibutyrate C(CCC)(=O)OCC(COC(CCC)=O)(CBr)CBr